ClC=1C(=C(C=CC1F)N(C(=O)[C@H]1N(C(N(C1)C(=O)OC(C)(C)C)=O)C1=NC(=CC(=C1)C(F)(F)F)C)C1CC1)F (S)-tert-butyl 4-((3-chloro-2,4-difluorophenyl)-(cyclopropyl)carbamoyl)-3-(6-methyl-4-(trifluoromethyl)pyridin-2-yl)-2-oxoimidazolidine-1-carboxylate